C1(CC1)C1(CN(C1)C1=CC(=NC(=C1)NC1=NC=CN=C1)N[C@@H](C)C1=CC=C(C=C1)F)OC (S)-4-(3-cyclopropyl-3-methoxyazetidin-1-yl)-N2-[1-(4-fluorophenyl)ethyl]-N6-(pyrazin-2-yl)pyridine-2,6-diamine